ClC1=NC=C(C(=C1)N1CCC(CC1)NC(OC(C)(C)C)=O)I tert-Butyl (1-(2-chloro-5-iodopyridin-4-yl)piperidin-4-yl)carbamate